ClC=1C=C(C=C2C(=NC=NC12)C)C1=C(N=C(N=N1)NC(=O)C1CC1)C=1OC=CC1 N-(6-(8-chloro-4-methylquinazolin-6-yl)-5-(furan-2-yl)-1,2,4-triazin-3-yl)cyclopropylcarboxamide